C(#N)C1=C(C=CC(=C1)C=1C=NNC1)C1N(CC2=CC=CC=C12)C#N (2-cyano-4-(1H-pyrazol-4-yl)phenyl)isoindoline-2-carbonitrile